NC=1C(=CC2=C(C=C(O2)C(=O)N)C1Br)C(=O)NCCN(C)C 5-amino-4-bromo-N6-[2-(dimethylamino)ethyl]-1-benzofuran-2,6-dicarboxamide